2-methoxy-5-oxo-spiro[7H-cyclopenta[b]pyridine-6,4'-piperidine]-1'-carboxylic acid tert-butyl ester C(C)(C)(C)OC(=O)N1CCC2(CC1)C(C=1C(=NC(=CC1)OC)C2)=O